2-Fluoro-4-((1-(6-methylpyridin-3-yl)-1H-pyrazol-3-yl)oxy)benzene FC1=CC=CC(=C1)OC1=NN(C=C1)C=1C=NC(=CC1)C